CN(C)CC1=C(C(=CC=C1)CN(C)C)O 2,6-bis[(dimethylamino)methyl]phenol